(S)-2-amino-N-((6-amino-2-methylpyridin-3-yl)methyl)propanamide hydrochloride Cl.N[C@H](C(=O)NCC=1C(=NC(=CC1)N)C)C